CC1=NC=C(C(=C1)C)N 2,4-dimethyl-5-aminopyridine